CC=C(C(=O)[O-])C.CC=C(C(=O)[O-])C.CN1C(=[N+](C=C1)CCC)C.CN1C(=[N+](C=C1)CCC)C 1,2-dimethyl-3-propylimidazolium bis(methyl methacrylate)